O1COC2=C1C=CC(=C2)CS(=O)(=O)C2=NC=1N(C(N(C(C1N2C)=O)C)=O)C 8-(benzo[d][1,3]dioxol-5-ylmethyl-sulfonyl)-1,3,7-trimethyl-1H-purine-2,6(3H,7H)-dione